C(\C=C/C(=O)OC1CC(CCC1C(C)C)C)(=O)OC1CC(CCC1C(C)C)C bismenthyl maleate